3-((3-((trans)-3-(4-chlorophenyl)cyclobutyl)-1,2,4-oxadiazol-5-yl)methyl)-5-methylpyrido[2,3-d]pyrimidin-4(3H)-one ClC1=CC=C(C=C1)[C@@H]1C[C@H](C1)C1=NOC(=N1)CN1C=NC2=C(C1=O)C(=CC=N2)C